C(CC)NC(=O)NCCCCCCCCCCCC N-propyl-N'-dodecylurea